[Co+2].C1(=CC=CC=C1)C=1C2=CC=C(N2)C(=C2C=CC(C(=C3C=CC(=C(C=4C=CC1N4)C4=CC=CC=C4)N3)C3=CC=CC=C3)=N2)C2=CC=CC=C2 5,10,15,20-tetraphenylporphyrin cobalt(II)